stigmasta-5,22-dien-3-ol acetate C(C)(=O)OC1CC2=CC[C@H]3[C@@H]4CC[C@H]([C@@H](C=C[C@@H](CC)C(C)C)C)[C@]4(CC[C@@H]3[C@]2(CC1)C)C